C1(CC1)N1C[C@@H](CCC1)NC(CN1N=C(C2=C(C1=O)N=CN2C)C(C)C)=O N-[(3R)-1-Cyclopropyl-3-piperidyl]-2-(7-isopropyl-1-methyl-4-oxo-imidazo[4,5-d]pyridazin-5-yl)acetamide